2-[(1E)-1-[2-(2,4-difluorophenyl)hydrazin-1-ylidene]ethyl]-5-fluorophenol FC1=C(C=CC(=C1)F)N\N=C(/C)\C1=C(C=C(C=C1)F)O